(S)-N,4-Dimethyl-N-(3-methyl-1-(pyrrolidin-1-yl)butan-2-yl)benzamide CN(C(C1=CC=C(C=C1)C)=O)[C@H](CN1CCCC1)C(C)C